(2R,3S,4S)-4-hydroxy-2-[(4-methoxyphenyl)methyl]pyrrolidin-3-yl N-[(1,1-dioxo-1lambda6-thiolan-3-yl)methyl]carbamate O=S1(CC(CC1)CNC(O[C@H]1[C@H](NC[C@@H]1O)CC1=CC=C(C=C1)OC)=O)=O